(3'r)-1'-(6-amino-5-fluoropyrimidin-4-yl)-3-(3-chloro-5-(trifluoromethyl)phenylamino)-1,3'-bipiperidin-2-one NC1=C(C(=NC=N1)N1C[C@@H](CCC1)N1C(C(CCC1)NC1=CC(=CC(=C1)C(F)(F)F)Cl)=O)F